O=C1N(C=CC=C1C(=O)NC=1C=NC(=CC1)OCC(F)(F)F)C1=CC=NN1CCC(F)(F)F 2-oxo-N-[6-(2,2,2-trifluoroethoxy)pyridin-3-yl]-1-[1-(3,3,3-trifluoropropyl)-1H-pyrazol-5-yl]-1,2-dihydropyridine-3-carboxamide